Ethyl 2-{1-[(tert-butoxy) carbonyl] pyrrolidin-3-yl}-1,3-thiazole-4-carboxylate C(C)(C)(C)OC(=O)N1CC(CC1)C=1SC=C(N1)C(=O)OCC